nitrospiro[cyclopropane-1,1'-isoindole] [N+](=O)([O-])C1=NC2(C3=CC=CC=C13)CC2